ClC1=NN(C=C1COC=1C=C2C=CN=C(C2=CC1)NC=1C=NC(=CC1)Cl)C 6-((3-chloro-1-methyl-1H-pyrazol-4-yl)methoxy)-N-(6-chloropyridin-3-yl)isoquinolin-1-amine